N-(1-chloro-6-methoxyisoquinolin-7-yl)-N-methyl-4-oxobutanamide ClC1=NC=CC2=CC(=C(C=C12)N(C(CCC=O)=O)C)OC